[Li].C(CCCCCCCCCCCCCCCCC)(=O)SCCNC(CCNC([C@@H](C(COP(OP(OC[C@@H]1[C@H]([C@H]([C@@H](O1)N1C=NC=2C(N)=NC=NC12)O)OP(=O)(O)O)(=O)O)(=O)O)(C)C)O)=O)=O stearoyl-CoA lithium salt